(methylthio)-[1,2,4]triazolo[1,5-a]pyrimidin-5-ol CSC1=NN2C(N=C(C=C2)O)=N1